5-(7-methoxy-3,3-dimethyl-2,3-dihydro-1-benzoxepin-5-yl)-3-methyl-penta-2,4-dienoic acid COC=1C=CC2=C(C(=CC(CO2)(C)C)C=CC(=CC(=O)O)C)C1